C(C)(C)(C)N(C(O)=O)C[C@]1([C@@H](CC(CC1)S(=O)(=O)C)O)O.N1CC(CCC1)NS(=O)(=O)C |r| N-(3-piperidinyl)methanesulfonamide tert-Butyl-(((1RS,2RS)-1,2-dihydroxy-4-(methylsulfonyl)cyclohexyl)methyl)carbamate